(S)-1-(2-(1H-1,2,3-triazol-4-yl)ethyl)-3-(2-(dimethylamino)-3-(4-hydroxyphenyl)propyl)urea N1N=NC(=C1)CCNC(=O)NC[C@H](CC1=CC=C(C=C1)O)N(C)C